FC=1C=C(C(=NC1)OC)C1(CC1)NC(OC)=O Methyl (1-(5-fluoro-2-methoxypyridin-3-yl)cyclopropyl)carbamate